tert-butyl ((2S,4S)-4-hydroxypentan-2-yl)carbamate O[C@H](C[C@H](C)NC(OC(C)(C)C)=O)C